C1(CC1)N(C1=NC(=C(C=2N=C(N=CC21)OCC2=NC=CC(=C2)NC)F)C2=CC(=CC1=CC=C(C(=C21)C#C[Si](C(C)C)(C(C)C)C(C)C)F)O)C 4-(5-(cyclopropyl(methyl)amino)-8-fluoro-2-((4-(methylamino)pyridin-2-yl)methoxy)pyrido[4,3-d]pyrimidin-7-yl)-6-fluoro-5-((triisopropylsilyl)ethynyl)naphthalen-2-ol